CC=1C=C(C(=O)NCC2=NC=C3C=CC(=NC3=C2)C2=NC(=CC=C2)N2[C@H]3COC[C@@H]2CN(C3)C)C=C(C1C)S(=O)(=O)C 3,4-dimethyl-N-((2-(6-((1R,5S)-7-methyl-3-oxa-7,9-diazabicyclo[3.3.1]nonan-9-yl)pyridin-2-yl)-1,6-naphthyridin-7-yl)methyl)-5-(methylsulfonyl)benzamide